C=C1C(NC(C(N1)=O)=CC=1N=C(NC1C(C)C)C(CC)N1CC2=CC=CC=C2CC1)=O methylene-6-((5-isopropyl-1-(dihydroisoquinolin-2-yl)propylimidazol-4-yl)methylene)piperazine-2,5-dione